C(C)(=O)N1CC(C1)N1N=CC2=C1N(C(C=1C=C(C=C(C21)C(C)Br)C)=O)C 3-(1-acetylazetidin-3-yl)-9-(1-bromoethyl)-4,7-dimethyl-3,4-dihydro-5H-pyrazolo[3,4-c]isoquinolin-5-one